OC1=CC=C(C=C1)C1=CC=C(C=C1)O bishydroxybiphenyl